5-bromo-6-fluoro-4-methyl-3-oxo-3,4-dihydroquinoxaline-1(2H)-carboxylic acid tert-butyl ester C(C)(C)(C)OC(=O)N1CC(N(C2=C(C(=CC=C12)F)Br)C)=O